C(C1=CC=CC=C1)OC1=NC(=CC=C1N1C(N(C2=C1C=CC(=C2)N2N=CC(=C2)CCO)C)=O)OCC2=CC=CC=C2 1-(2,6-dibenzyloxy-3-pyridyl)-5-[4-(2-hydroxyethyl)pyrazol-1-yl]-3-methyl-benzimidazol-2-one